4-ethyl-1H-pyrrolo[2,3-c]pyridine C(C)C1=C2C(=CN=C1)NC=C2